CN(CCCC(CCCN(CC)C)=O)CC 1,7-bis(methyl-ethylamino)-4-heptanone